N2-((S)-5-(tert-Butoxy)-2-((tert-Butoxycarbonyl)amino)-5-oxopentanoyl)-N6-(4-(4-iodophenyl)butanoyl)-D-lysine methyl ester COC([C@H](NC([C@H](CCC(=O)OC(C)(C)C)NC(=O)OC(C)(C)C)=O)CCCCNC(CCCC1=CC=C(C=C1)I)=O)=O